C12(CC3CC(CC(C1)C3)C2)N(CCCCCCCNC2=CC=C(C=C2)C2C(NC(CC2)=O)=O)C 3-(4-((7-((adamantan-1-yl)(methyl)amino)heptyl)amino)phenyl)piperidine-2,6-dione